(+)-6-(4-chlorophenyl)-N-[(2S)-1-hydroxy-propan-2-yl]-3-oxo-2-(1H-pyrazol-4-yl)-2,3-dihydropyridazine-4-carboxamide ClC1=CC=C(C=C1)C=1C=C(C(N(N1)C=1C=NNC1)=O)C(=O)N[C@H](CO)C